5-Methyl-2-[5-(methylsulfonyl)-3,4'-bipyridin-2'-yl]-1H-imidazol CC1=CN=C(N1)C1=NC=CC(=C1)C=1C=NC=C(C1)S(=O)(=O)C